BrCC(=O)NC=1C(=C(NC1C)\C=C\1/C(NC2=CC=C(C=C12)C(=O)N[C@H](C)C1=CC=CC=C1)=O)C (R,Z)-3-((4-(2-bromoacetamido)-3,5-dimethyl-1H-pyrrol-2-yl)methylene)-2-oxo-N-(1-phenylethyl)indoline-5-carboxamide